BrC=1C=C(C=CC1Br)SC1=CC(=C(C=C1)Br)Br 3,4-dibromophenyl sulfide